(Z)-3-(1,3-Benzodioxol-5-yl)-1-(2-hydroxy-4-methoxyphenyl)prop-2-en-1-one O1COC2=C1C=CC(=C2)\C=C/C(=O)C2=C(C=C(C=C2)OC)O